P(=O)(OCCOC(C=C)=O)(OCCOC(C=C)=O)OCCOC(C=C)=O tris(2-(acryloyloxy) ethyl) phosphate